([1,1'-Biphenyl]-4,4'-diyldi-2,1-ethenediyl)bis-benzenesulfonic acid disodium salt [Na+].[Na+].C1(=CC=C(C=C1)C=CC1=C(C=CC=C1)S(=O)(=O)[O-])C1=CC=C(C=C1)C=CC1=C(C=CC=C1)S(=O)(=O)[O-]